ClC=1C(=CC2=C(C(C[C@@H](O2)C(=O)NC23CC(C2)(C3)N3N=CC(=C3)OCCOC(F)(F)F)=O)C1)F (2R)-6-chloro-7-fluoro-4-oxo-N-(3-{4-[2-(trifluoromethoxy)ethoxy]-1H-pyrazol-1-yl}bicyclo[1.1.1]pentan-1-yl)-3,4-dihydro-2H-1-benzopyran-2-carboxamide